ClC1=CC=C(C2=C1C=C(O2)F)C(O)([2H])[2H] (4-Chloro-2-fluorobenzofuran-7-yl)methan-d2-ol